8-cyclopentyl-5-ethynyl-2-((3-(methyl((1r,3r)-3-((methylsulfonyl)methyl)cyclobutyl)amino)phenyl)amino)pyrido[2,3-d]pyrimidin-7(8H)-one C1(CCCC1)N1C(C=C(C2=C1N=C(N=C2)NC2=CC(=CC=C2)N(C2CC(C2)CS(=O)(=O)C)C)C#C)=O